3-((2-(2-(prop-2-yn-1-ylthio)-6-(trifluoromethyl)pyrimidin-4-yl)hydrazono)methyl)phenol C(C#C)SC1=NC(=CC(=N1)NN=CC=1C=C(C=CC1)O)C(F)(F)F